Cl.N[C@H](C(C(=O)N)O)CCC(C)(F)F (3S)-3-amino-6,6-difluoro-2-hydroxyheptanamide hydrochloride